Cl.OCCN1CCC2=C(CC1)C=C1C(=C2)NC(=N1)C1=C(C2=C(NC1=O)C=CS2)NC(C)C 6-(7-(2-hydroxyethyl)-1,5,6,7,8,9-hexahydroimidazo[4',5':4,5]benzo[1,2-d]azepin-2-yl)-7-(isopropylamino)thieno[3,2-b]pyridin-5(4H)-one hydrochloride